CC=1C=C(C=CC1C)C=1NC(C2=C(C=CC=C2C1)NC1CS(C=C1)(=O)=O)=O 3-(3,4-dimethylphenyl)-8-((1,1-dioxido-2,3-dihydrothiophen-3-yl)amino)isoquinolin-1(2H)-one